(S)-benzyl 4-(4-cyano-2-methoxyphenyl)-5-ethoxy-2,8-dimethyl-1,4-dihydro-1,6-naphthyridine-3-carboxylate C(#N)C1=CC(=C(C=C1)[C@@H]1C(=C(NC2=C(C=NC(=C12)OCC)C)C)C(=O)OCC1=CC=CC=C1)OC